cyclohexylsulfonyl-(4-methoxyphenylsulfonyl)diazomethane C1(CCCCC1)S(=O)(=O)C(=[N+]=[N-])S(=O)(=O)C1=CC=C(C=C1)OC